NC1=C(C=C2C(=C1)OCO2)N 1,2-Diamino-4,5-methylendioxybenzen